2-(4-(pyrrolidin-1-yl)phenyl)-5-(4,4,5,5-tetramethyl-1,3,2-dioxaborolan-2-yl)thiazole N1(CCCC1)C1=CC=C(C=C1)C=1SC(=CN1)B1OC(C(O1)(C)C)(C)C